BrC1=CC(=NN1COCC[Si](C)(C)C)C=O 5-bromo-1-((2-(trimethylsilyl)ethoxy)methyl)-1H-pyrazole-3-carbaldehyde